C(#N)C1=CC=C(C=C1)C(C)N1C(C=2N([C@@H](C1)C(=O)O)N=C1C2CN([C@@H](C1)C)C(C1=CC(=C(C=C1)Cl)Cl)=O)=O (3R,7S)-9-(1-(4-Cyanophenyl)ethyl)-2-(3,4-dichlorobenzoyl)-3-methyl-10-oxo-1,2,3,4,7,8,9,10-octahydropyrido[4',3':3,4]pyrazolo[1,5-a]pyrazine-7-carboxylic acid